Ethyl (S)-3-(4-((1-(4-(benzo[d]thiazol-2-yl)phenoxy)-3-methylbutan-2-yl)amino)benzamido)propanoate S1C(=NC2=C1C=CC=C2)C2=CC=C(OC[C@H](C(C)C)NC1=CC=C(C(=O)NCCC(=O)OCC)C=C1)C=C2